5-(2,2-Dimethylcyclohexyl)-9,9-dioxo-2-oxa-9λ6-thia-6,8,15,23-tetraazatetracyclo[15.3.1.13,7.110,14]tricosa-1(20),3,5,7(23),10(22),11,13,17(21),18-nonaen-16-one CC1(C(CCCC1)C=1C=C2OC3=CC=CC(C(NC4=CC=CC(S(NC(N1)=N2)(=O)=O)=C4)=O)=C3)C